OC1=NC=CC=C1.C(CCCCC)C(CCCCCCCCCCCCCP)(CCCCCC)CCCCCC trihexyltetradecylphosphine 2-hydroxypyridine salt